1-(4-((1-(4-(3,5-difluorophenyl)-4,5-dihydro-1H-pyrazole-3-carbonyl)azetidin-3-yl)oxy)-5-fluoropyridin-2-yl)-3,5-dimethyl-1H-pyrazole-4-carboxamide FC=1C=C(C=C(C1)F)C1C(=NNC1)C(=O)N1CC(C1)OC1=CC(=NC=C1F)N1N=C(C(=C1C)C(=O)N)C